2-(2'-nitro-4'-chlorophenylazo)-4-methyl-6-tert-butylphenol [N+](=O)([O-])C1=C(C=CC(=C1)Cl)N=NC1=C(C(=CC(=C1)C)C(C)(C)C)O